2-(2-Isopropylphenyl)-4-((4-(1-methyl-4-(trifluoromethyl)-1H-imidazol-2-yl)benzyl)amino)pyrimidin-5-ol C(C)(C)C1=C(C=CC=C1)C1=NC=C(C(=N1)NCC1=CC=C(C=C1)C=1N(C=C(N1)C(F)(F)F)C)O